[N+](=O)([O-])C1=C(C=CC=C1)C1=CC=2C3=CC=CC=C3C3=CC=CC=C3C2C=C1 2-(2-Nitrophenyl)triphenylene